(1S,3S)-3-aminocyclohexanol N[C@@H]1C[C@H](CCC1)O